C1(CC1)C1=C(C=C(C(=C1)CN1CCC2(CN(C(N2)=O)C2=CC=C(C(=O)NCCCS(=O)(=O)O)C=C2)CC1)OCC)C1=CC=C(C=C1)F 3-(4-(8-((2-cyclopropyl-5-ethoxy-4'-fluoro-[1,1'-biphenyl]-4-yl)methyl)-2-oxo-1,3,8-triazaspiro[4.5]decan-3-yl)benzamido)propane-1-sulfonic acid